1-methyl-1,4,4a,9a-tetrahydroanthraquinone CC1C=CCC2C(C3=CC=CC=C3C(C12)=O)=O